C(OC)(OC1=C(C=C(C=C1)[N+](=O)[O-])OC(F)(F)F)=O methyl (4-nitro-2-(trifluoromethoxy)phenyl) carbonate